3,5-di-tert-butylaniline C(C)(C)(C)C=1C=C(N)C=C(C1)C(C)(C)C